8-(4-fluoro-2-methylphenyl)-9-(4-((1-(3-fluoropropyl)azetidin-3-ylidene)methyl)-2-(trifluoromethyl)phenyl)-6,7-dihydro-5H-benzo[7]annulene-3-carboxylic acid FC1=CC(=C(C=C1)C=1CCCC2=C(C1C1=C(C=C(C=C1)C=C1CN(C1)CCCF)C(F)(F)F)C=CC(=C2)C(=O)O)C